C(C)C1(NC(N(C(C1)=O)C(CCOC)C=1C=[NH+]C=C(C1)C(N[C@H]1[C@@H](CC2=CC=CC=C12)O)=O)=[NH2+])CC [4,4-diethyl-1-[1-[5-[[(1R,2R)-2-hydroxyindan-1-yl]carbamoyl]pyridin-1-ium-3-yl]-3-methoxy-propyl]-6-oxo-hexahydropyrimidin-2-ylidene]ammonium